FC1(CN(CC1)C(=O)[C@H]1CCCC=2N1C(N(N2)CC2=CC=C(C=C2)C)=O)F |r| (5RS)-5-[(3,3-Difluoropyrrolidin-1-yl)carbonyl]-2-(4-methylbenzyl)-5,6,7,8-tetrahydro[1,2,4]triazolo[4,3-a]pyridin-3(2H)-on